N-(5-((1E,3E)-4-(5,6-dimethoxybenzo[d]thiazole-2-yl)buta-1,3-dienyl)pyridine-2-yl)acetamide COC=1C(=CC2=C(N=C(S2)/C=C/C=C/C=2C=CC(=NC2)NC(C)=O)C1)OC